N-cyclopropyl-2-(difluoromethoxy)-4-[7-[[(3S,4R)-4-hydroxy-3-piperidyl]methoxy]imidazo[1,2-a]pyridin-3-yl]-6-methoxy-benzamide C1(CC1)NC(C1=C(C=C(C=C1OC)C1=CN=C2N1C=CC(=C2)OC[C@@H]2CNCC[C@H]2O)OC(F)F)=O